CN1C(=NN=C1)[C@@H](C=1C=C(C=CC1)N1C(C2=CC(=CC(=C2C1)C(F)(F)F)CNC1(CCC1)C)=O)C1CC(C1)C 2-(3-((R)-(4-methyl-4H-1,2,4-triazol-3-yl)((1r,3R)-3-methylcyclobutyl)methyl)phenyl)-6-(((1-methylcyclobutyl)amino)methyl)-4-(trifluoromethyl)isoindolin-1-one